N-(5-(tetrahydro-2H-pyran-4-yloxy)pyridin-2-ylthiocarbamoyl)benzamide O1CCC(CC1)OC=1C=CC(=NC1)NC(=S)NC(C1=CC=CC=C1)=O